N(=[N+]=[N-])C=1C(=CC2=C(O[C@@H](C(N2CC2=CC(=CC=C2)C(F)F)=O)C)N1)C(F)(F)F (3R)-6-azido-1-{[3-(difluoromethyl)phenyl]methyl}-3-methyl-7-(trifluoromethyl)-3H-pyrido[2,3-b][1,4]oxazin-2-one